N1,N3-bis(5-fluorobenzo[c][1,2]oxaborol-1(3H)-yl)propane-1,3-diamine FC1=CC2=C(B(OC2)NCCCNB2OCC3=C2C=CC(=C3)F)C=C1